(R)-2-fluoro-4-(1-methyl-1H-1,2,3-triazol-4-yl)-N-(piperidin-3-yl)-N-(6-(pyridin-3-ylmethyl)isoquinolin-1-yl)benzamide FC1=C(C(=O)N(C2=NC=CC3=CC(=CC=C23)CC=2C=NC=CC2)[C@H]2CNCCC2)C=CC(=C1)C=1N=NN(C1)C